CC1(OCC(CO1)(O)C=1OC(=NN1)C1=C(C=CC=C1)NC1=CC=C(C=C1)C(F)(F)F)C 2,2-dimethyl-5-(5-(2-((4-(trifluoromethyl)phenyl)amino)phenyl)-1,3,4-oxadiazol-2-yl)-1,3-dioxan-5-ol